(7-((2S,5R)-2,5-dimethyl-4-(1-(quinoxalin-6-yl)ethyl)piperazin-1-yl)-4-methyl-5-oxo-4,5-dihydro-2H-pyrazolo[4,3-d]pyrimidin-2-yl)acetonitrile C[C@@H]1N(C[C@H](N(C1)C(C)C=1C=C2N=CC=NC2=CC1)C)C=1C=2C(N(C(N1)=O)C)=CN(N2)CC#N